5-(6-bromo-2-oxobenzo[cd]indol-1(2H)-yl)-1,3-diazabicyclo[3.1.1]heptane-2,4-dione BrC=1C=2C3=C(C(N(C3=CC1)C13C(NC(N(C1)C3)=O)=O)=O)C=CC2